C1=CC=CC=2C3=CC=CC=C3N(C12)C1=CC=C(N(C2=CC=C(C=C2)N2C3=CC=CC=C3C=3C=CC=CC23)C2=CC=C(C=C2)N2C3=CC=CC=C3C=3C=CC=CC23)C=C1 4-(9H-carbazol-9-yl)-N,N-bis[4-(9H-carbazol-9-yl)phenyl]-aniline